tert-butyl 6-(7-bromo-6-cyano-1H-benzo[d]imidazol-5-yl)-2,6-diazaspiro[3.4]octane-2-carboxylate BrC1=C(C(=CC2=C1NC=N2)N2CC1(CN(C1)C(=O)OC(C)(C)C)CC2)C#N